(1S,2S,4S)-1,7,7-trimethylbicyclo[2.2.1]heptane-2-ol C[C@]12[C@H](C[C@H](CC1)C2(C)C)O